CC1=C(C=CC=C1)C1=CC(=C(C=C1)C(=O)N1[C@@H](C\C(\C1)=N/OC)CO)C (S,E)-(2',3-dimethyl-[1,1'-biphenyl]-4-yl)(2-(hydroxymethyl)-4-(methoxyimino)pyrrolidin-1-yl)methanone